(S)-4-fluoro-N-(1-oxo-3-phenyl-1-(4-(N-(2,2,2-trifluoroethyl)sulfamoyl)phenylamino)propan-2-yl)benzamide FC1=CC=C(C(=O)N[C@H](C(NC2=CC=C(C=C2)S(NCC(F)(F)F)(=O)=O)=O)CC2=CC=CC=C2)C=C1